C(#N)C1=CC=C(C[N+]2=C3N(C(C(=C2)C2SCCS2)=O)C=CC=C3)C=C1 1-(4-cyanobenzyl)-3-(1,3-dithiolan-2-yl)-4-oxo-4H-pyrido[1,2-a]pyrimidinium